C1(CC1)C=1N=NN(C1)[C@H](C(=O)N1[C@@H](C[C@H](C1)O)C(=O)NCC1OCCCC1(C)C)C(C)(C)C (2S,4R)-1-[(2S)-2-(4-cyclopropyltriazol-1-yl)-3,3-dimethyl-butanoyl]-N-[(3,3-dimethyltetrahydropyran-2-yl)methyl]-4-hydroxy-pyrrolidine-2-carboxamide